BrC1=C(C(=CC=C1Cl)[N+](=O)[O-])N1C[C@@H](N(CC1)C(=O)OC(C)(C)C)CO tert-butyl (2R)-4-(2-bromo-3-chloro-6-nitrophenyl)-2-(hydroxymethyl)piperazine-1-carboxylate